phenyl-trans-cyclooctene C1(=CC=CC=C1)C1=CCCCCCC1